FC(CN1CC=2NC3=CC=CC=C3C2CC1C)(C)C 2-(2-fluoro-2-methyl-propyl)-3-methyl-1,3,4,9-tetrahydropyrido[3,4-b]indole